N-methyl-3-(1,2,3,4-tetrahydroquinoline-2-yl)benzamide CNC(C1=CC(=CC=C1)C1NC2=CC=CC=C2CC1)=O